ethyl (R)-2-(6-(2,5-difluorophenyl)-3-thioxo-2,5,6,7-tetrahydro-3H-pyrrolo[1,2-c]imidazol-1-yl)acetate FC1=C(C=C(C=C1)F)[C@H]1CC=2N(C(NC2CC(=O)OCC)=S)C1